5-bromo-2-(pyrrolidin-3-yloxy)-3-(trifluoromethyl)pyrazine BrC=1N=C(C(=NC1)OC1CNCC1)C(F)(F)F